N-(2-bromo-3-fluoro-4-methyl-phenyl)-2-hydroxyimino-acetamide BrC1=C(C=CC(=C1F)C)NC(C=NO)=O